8-(5-Fluoro-2-methylphenyl)-9-(4-((1-(3-fluoropropyl)azetidin-3-yliden)methyl)phenyl)-6,7-dihydro-5H-benzo[7]annulen FC=1C=CC(=C(C1)C=1CCCC2=C(C1C1=CC=C(C=C1)C=C1CN(C1)CCCF)C=CC=C2)C